8-(4,4-difluoropiperidin-1-yl)-2,3-dimethyl-6-[(2S)-2-(1-methyl-1H-pyrazol-4-yl)morpholin-4-yl]-3H,4H,4aH,8aH-[1,3]diazino[5,4-d]pyrimidin-4-one FC1(CCN(CC1)C1=NC(=NC2C1N=C(N(C2=O)C)C)N2C[C@@H](OCC2)C=2C=NN(C2)C)F